N-(4-bromophenyl)-3-(N-(3-nitrophenyl)sulfamoyl)benzamide BrC1=CC=C(C=C1)NC(C1=CC(=CC=C1)S(NC1=CC(=CC=C1)[N+](=O)[O-])(=O)=O)=O